(2S)-2-(4-chloro-2-ethynyl-5-fluorophenoxy)propionic acid ClC1=CC(=C(O[C@H](C(=O)O)C)C=C1F)C#C